5-(3-chloro-4-fluorophenoxy)-3-hydroxy-2,4-dimethyl-2,3-dihydrobenzo[d]isothiazole-1,1-dioxide ClC=1C=C(OC=2C=CC3=C(C(N(S3(=O)=O)C)O)C2C)C=CC1F